(2-methoxy-5-methyl-3-pyridyl)boronic acid COC1=NC=C(C=C1B(O)O)C